(S)-6-(4-((2-oxo-6-azaspiro[3.3]heptan-6-yl)methyl)benzyl)-2-amino-4-((1-hydroxyhexan-3-yl)amino)pyridin potassium barium calcium [Ca].[Ba].[K].O=C1CC2(C1)CN(C2)CC2=CC=C(CC1=CC(=CC(=N1)N)N[C@H](CCO)CCC)C=C2